N-Boc-D-glutamic acid C(=O)(OC(C)(C)C)N[C@H](CCC(=O)O)C(=O)O